CN1CC2CN(CC2C1)C=1C=NC=2C(C(=C3N(C2C1)C1=C(S3)C=CC=C1)C(=O)OCC)=O ethyl 2-(2-methyl-1,3,3a,4,6,6a-hexahydropyrrolo[3,4-c]pyrrol-5-yl)-5-oxo-[1,3]benzothiazolo[3,2-a][1,5]naphthyridine-6-carboxylate